tert-Butyl (3-(2'-(2-Aminoethyl)-[2,4'-bithiazole]-4-carboxamido)propyl)carbamate NCCC=1SC=C(N1)C=1SC=C(N1)C(=O)NCCCNC(OC(C)(C)C)=O